C(C)(=O)NC=1C=C(C=CC1C(NC=1SC(=C(N1)C)[N+](=O)[O-])=O)NC(C(=O)O)CCCCCC ((3-acetamido-4-((4-methyl-5-nitrothiazol-2-yl)carbamoyl)phenyl)amino)octanoic acid